C(C1=CC=CC=C1)OC(=O)N1CCC2(C[C@H]2C=2C=NN(C2)C2=CC(=CC=C2)OC(F)(F)F)CC1 (1R)-1-{1-[3-(trifluoromethoxy)phenyl]-1H-pyrazol-4-yl}-6-azaspiro[2.5]octane-6-carboxylic acid benzyl ester